Methyl 4-oxo-4-[[(2R,3R,4R)-3,4,5-triacetoxy-tetrahydrofuran-2-yl] methylamino]-butanoate O=C(CCC(=O)OC)NC[C@H]1OC([C@@H]([C@@H]1OC(C)=O)OC(C)=O)OC(C)=O